BrC=1C=C2C=C(N(C2=CC1OC)S(=O)(=O)C1=CC=C(C)C=C1)CNC(OC(C)(C)C)=O tert-butyl ((5-bromo-6-methoxy-1-tosyl-1H-indol-2-yl)methyl)carbamate